tert-Butyl 4-amino-3,4-dihydro-1H-isoquinoline-2-carboxylate NC1CN(CC2=CC=CC=C12)C(=O)OC(C)(C)C